1,3-dimethyl-Imidazolium fluoride [F-].CN1C=[N+](C=C1)C